O=C1NC(CCC1N1C(C2=CC=C(C=C2C1=O)NS(=O)(=O)C1=CC=C(C=C1)C(C)C)=O)=O N-(2-(2,6-dioxo-piperidin-3-yl)-1,3-dioxoisoindolin-5-yl)-4-isopropylbenzene-sulfonamide